1-(tert-butyl) 3-methyl 6-bromo-1H-indole-1,3-dicarboxylate BrC1=CC=C2C(=CN(C2=C1)C(=O)OC(C)(C)C)C(=O)OC